(S)-4,4-dimethyl-1-(6-oxo-5-(trifluoromethyl)-1,6-dihydropyridazin-4-yl)azetidin CC1(CCN1C=1C=NNC(C1C(F)(F)F)=O)C